[N+](=O)([O-])C1=CC=C(C2=CC=CC=C12)[N+]#N 4-nitro-naphthalene-1-diazonium